C1(CC1)OC1=NC=NC(=C1C=1N=CC2=C(N1)C(=CN2)C(O)C2=CC=C(C=C2)C=2N(C=C(N2)C(F)(F)F)C)C2CC2 [2-[4-(cyclopropoxy)-6-cyclopropyl-pyrimidin-5-yl]-5H-pyrrolo[3,2-d]pyrimidin-7-yl]-[4-[1-methyl-4-(trifluoromethyl)imidazol-2-yl]phenyl]methanol